nonyl 8-((6-(((heptadecan-9-yloxy)carbonyl)oxy)hexyl)(3-hydroxypropyl)amino)-7-hydroxyoctanoate CCCCCCCCC(CCCCCCCC)OC(=O)OCCCCCCN(CC(CCCCCC(=O)OCCCCCCCCC)O)CCCO